C(C)(C)(C)OC(=O)NC1CCC(CC1)OC1=CC=C(OCCCC(=O)OC)C=C1 methyl 4-(4-(((1r,4r)-4-((tert-butoxycarbonyl)amino)cyclohexyl)oxy)phenoxy)butyrate